2-(cyclohexylamino)ethanol methyl-4-(4-methyl-1H-1,2,3-triazol-1-yl)benzoate CC1=C(C(=O)OCCNC2CCCCC2)C=CC(=C1)N1N=NC(=C1)C